ClC=1C=C(C=CC1Cl)CN(C(CN1C=NC2=CC=C(C=C2C1=O)C1(CCN(CC1)C(=O)OC(C)(C)C)O)=O)C tert-Butyl 4-[3-[2-[(3,4-dichlorophenyl)methyl-methylamino]-2-oxoethyl]-4-oxoquinazolin-6-yl]-4-hydroxypiperidine-1-carboxylate